C(#N)C1=CC=CC2=C1SC=C2C2C(=C(NC(=C2C(=O)OC)CO)C2CC2)C(=O)OC Dimethyl 4-(7-cyanobenzo[b]thiophen-3-yl)-2-cyclopropyl-6-(hydroxymethyl)-1,4-dihydropyridine-3,5-dicarboxylate